COC1=C(C=CC=C1)C1=CC=2C(C3=CC(=CC=C3C2C=C1)C1=C(C=CC=C1)OC)(C1=CC=C(C=C1)O)C1=CC=C(C=C1)O 2,7-bis(2-methoxyphenyl)-9,9-bis(4-hydroxyphenyl)fluorene